ClC1=CC=C(C=C1)NC1=NC(=C(C=C1[N+](=O)[O-])[N+](=O)[O-])NC1=CC=C(C=C1)Cl 2-N,6-N-Bis(4-chlorophenyl)-3,5-dinitropyridine-2,6-diamine